COC1=C(C=CC=C1)NC=1N=CC2=C(N1)N(C(C(=C2C=C)NC(C)=O)=O)C2=CC=CC=C2 N-(2-((2-methoxyphenyl)amino)-7-oxo-8-phenyl-5-vinyl-7,8-dihydropyrido[2,3-d]pyrimidin-6-yl)acetamide